(3-([1,1'-Biphenyl]-2-ylethynyl)-1H-indazol-5-yl)(5-methyl-2,5-diazaspiro[3.5]nonan-2-yl)methanone C1(=C(C=CC=C1)C#CC1=NNC2=CC=C(C=C12)C(=O)N1CC2(C1)N(CCCC2)C)C2=CC=CC=C2